2'-((5-chloro-2-((2-methoxy-4-(4-(4-methylpiperazin-1-yl)piperidin-1-yl)phenyl)amino)pyrimidin-4-yl)amino)-2-((4-methoxybenzyl)oxy)-[1,1'-biphenyl]-3-carbaldehyde ClC=1C(=NC(=NC1)NC1=C(C=C(C=C1)N1CCC(CC1)N1CCN(CC1)C)OC)NC1=C(C=CC=C1)C1=C(C(=CC=C1)C=O)OCC1=CC=C(C=C1)OC